4-(6-chloro-1H-indol-1-yl)-1,3-dioxolan-2-one ClC1=CC=C2C=CN(C2=C1)C1OC(OC1)=O